7-amino-N-[(6S)-2-{3,8-diazabicyclo[3.2.1]octan-3-yl}-5,6,7,8-tetrahydroquinolin-6-yl]-3-methylthieno[2,3-b]pyrazine-6-carboxamide NC1=C(SC2=NC(=CN=C21)C)C(=O)N[C@@H]2CC=1C=CC(=NC1CC2)N2CC1CCC(C2)N1